C(C)C=1C=C(C(=NC1)F)F 5-ethyl-2,3-difluoropyridine